C1(CC1)C1=C(N(C2=CC=C(C(=C12)C1=CC(=C(C=C1)S(=O)(=O)C)C)C#N)COCC[Si](C)(C)C)[Si](C)(C)C 3-cyclopropyl-4-(3-methyl-4-(methylsulfonyl)phenyl)-2-(trimethylsilyl)-1-((2-(trimethylsilyl)ethoxy)methyl)-1H-indole-5-carbonitrile